CCCCCCCC=CCCCCCCC 8-Hexadecen